5-methylpyrimidin-2,4(1H,3H)-dion CC=1C(NC(NC1)=O)=O